OC1=C(C=CC=C1)N1N=NNC1S 4-(Hydroxyphenyl)-1H-tetrazole-5-thiol